N,N'-di(1-naphthyl)N,N'-diphenyl-(1,1-biphenyl)-4,4'-diamine C1(=CC=CC2=CC=CC=C12)N(C1=CC=C(C=C1)C1=CC=C(C=C1)N(C1=CC=CC=C1)C1=CC=CC2=CC=CC=C12)C1=CC=CC=C1